Triglycerin Monostearate C(CCCCCCCCCCCCCCCCC)(=O)O.OCC(O)CO.OCC(O)CO.OCC(O)CO